P(=O)(O\C=C/C)([O-])[O-].[Li+].[Li+] lithium 2-cis-propenyl phosphate